FC=1C=C(N(C)C2=CC=C(OC=3N=C(C4=C(N3)C=NC=C4)O)C=C2)C=CC1 2-[4-(3-fluoro-N-methylanilino)phenoxy]pyrido[3,4-d]pyrimidin-4-ol